C(CC)C1N(CCCC1)C(C(F)(F)F)=O propyl-1-(2,2,2-trifluoroacetyl)piperidine